7-methyl-6-(morpholin-4-yl)-2-(2-phenylpyrimidin-4-yl)-8-(pyridin-4-yl)-7H-purine CN1C(=NC2=NC(=NC(=C12)N1CCOCC1)C1=NC(=NC=C1)C1=CC=CC=C1)C1=CC=NC=C1